N1=C(C=CC=C1)C1(CC1)NC(=O)C1=CC2=CC=CC(=C2C=C1)C1=CC=C(C=C1)C(F)(F)F N-(1-(pyridin-2-yl)cyclopropyl)-5-(4-(trifluoromethyl)phenyl)-2-naphthamide